C1(=CC=CC=C1)S(=O)(=O)N1OC1C1=CC=CC=C1 2-(Benzenesulfonyl)-3-phenyloxaziridine